3-fluoro-4-(trifluoromethyl)benzoyl chloride FC=1C=C(C(=O)Cl)C=CC1C(F)(F)F